3-(trifluoro-methyl)isoxazole-5-carboxylic acid FC(C1=NOC(=C1)C(=O)O)(F)F